methyl 3-(N-(4-chloro-5-(isothiazol-5-yl)-2-(pyridin-2-yl)phenyl)sulfamoyl)-4-cyclopropylbenzoate ClC1=CC(=C(C=C1C1=CC=NS1)NS(=O)(=O)C=1C=C(C(=O)OC)C=CC1C1CC1)C1=NC=CC=C1